N1(CCCC1)C=1SC2=C(N1)OC=1C=CC=CC1C2=O (pyrrolidin-1-yl)-9H-chromeno[2,3-d]thiazol-9-one